2-imino-3-(5-methyl-2-propylphenyl)thiazolidin-4-one N=C1SCC(N1C1=C(C=CC(=C1)C)CCC)=O